C(C)(C)OC=CC propenyl isopropyl ether